(isobutyryloxy)ethyl (2S)-2-(2-(benzofuran-6-carbonyl)-5,7-dichloro-1,2,3,4-tetrahydroisoquinoline-6-carboxamido)-3-(3-(methylsulfonyl)phenyl)propanoate O1C=CC2=C1C=C(C=C2)C(=O)N2CC1=CC(=C(C(=C1CC2)Cl)C(=O)N[C@H](C(=O)OCCOC(C(C)C)=O)CC2=CC(=CC=C2)S(=O)(=O)C)Cl